F[P-](F)(F)(F)(F)F.C(#N)C(C(=O)OCC)=NO[C+](N1CCOCC1)N(C)C (1-Cyano-2-ethoxy-2-oxoethyliden-aminooxy)dimethylamino-morpholino-carbenium hexafluorophosphate